ClP1(OCC(CO1)(C)C)=O chloro-5,5-dimethyl-1,3,2-dioxaphosphorinane 2-oxide